tert-butyl (R)-(1-(8-(((3-(benzyl(methyl)amino)-1-methylazetidin-3-yl)methyl)amino)-6-cyclopropylimidazo[1,2-a]pyridin-2-yl)ethyl)carbamate C(C1=CC=CC=C1)N(C1(CN(C1)C)CNC=1C=2N(C=C(C1)C1CC1)C=C(N2)[C@@H](C)NC(OC(C)(C)C)=O)C